tri(dimethylphenyl)boron Deoxyuridine-5'-Triphosphate P(O)(=O)(OP(=O)(O)OP(=O)(O)O)OC[C@@H]1[C@H](C[C@@H](O1)N1C(=O)NC(=O)C=C1)O.CC=1C(=C(C=CC1)B(C1=C(C(=CC=C1)C)C)C1=C(C(=CC=C1)C)C)C